(R)-4-((S)-2-(difluoromethyl)morpholino)butane FC([C@H]1OCCN(C1)CCCC)F